ClCC1=CC(=C(OCC2CCN(CC2)S(=O)(=O)C)C=C1)S(=O)(=O)C1CC1 4-((4-(chloromethyl)-2-(cyclopropylsulfonyl)phenoxy)methyl)-1-(methylsulfonyl)piperidine